C(#N)C=1C(=NC(=NC1)NC1=C(C=C(C=C1)N1CCC(CC1)N(C1CCOCC1)C)NC(C=C)=O)NC1=C(C=CC=C1)OC(C)C N-(2-((5-cyano-4-((2-isopropoxyphenyl)amino)pyrimidin-2-yl)amino)-5-(4-(methyl(tetrahydro-2H-pyran-4-yl)amino)piperidin-1-yl)phenyl)acrylamide